ClC=CC[Pd+] chloroallylpalladium (II)